5-chloro-2-(2-fluoro-4-pyridinyl)-4-[rac-(2S)-2-methylpiperazin-1-yl]-1H-pyrimidin-6-one ClC1=C(N=C(NC1=O)C1=CC(=NC=C1)F)N1[C@H](CNCC1)C |r|